3-(aminomethyl)-1H-1,2,4-triazol-5(4H)-one NCC1=NNC(N1)=O